CN1C2=CC=CC=C2N(C3=CC=CC=C31)C 5,10-dimethyldihydrophenazine